C(C)(C)OC(C(C)(C)OC(C)C1CC(CCC1)(C)C)=O.N1=CC=C(C=C1)CCCOCCN1C(C2=CC=CC=C2C1=O)=O 2-(2-(3-(pyridin-4-yl)propoxy)ethyl)isoindoline-1,3-dione isopropyl-2-(1-(3,3-dimethylcyclohexyl)ethoxy)-2-methylpropionate